C(#N)[C@@]1(O[C@H]([C@H]2[C@@H]1OC(O2)(C)C)C2=CC=C1C(=NC=NN12)NC(OCC(C)C)=O)CO Isobutyl (7-((3aS,4S,6R,6aS)-6-cyano-6-(hydroxymethyl)-2,2-dimethyltetrahydrofuro[3,4-d][1,3]dioxol-4-yl)pyrrolo[2,1-f][1,2,4]triazin-4-yl)carbamate